pentaerythritol diacrylate mono-stearate C(CCCCCCCCCCCCCCCCC)(=O)OCC(COC(C=C)=O)(COC(C=C)=O)CO